(Z)-2-(4-cyano-2-ethylphenyl)-3-(dimethylamino)acrylic acid ethyl ester C(C)OC(\C(=C/N(C)C)\C1=C(C=C(C=C1)C#N)CC)=O